2-(3-chlorothien-2-yl)acetonitrile ClC1=C(SC=C1)CC#N